CC=1N=CSC1[C@@H]1[C@H](OC(O1)(C)C)CO ((4R,5S)-5-(4-methylthiazol-5-yl)2,2-dimethyl-1,3-dioxolan-4-yl)methanol